CN1N=CC(=C1C1(CCN(CC1)C(=O)OC(C)(C)C)O)C tert-butyl 4-(1,4-dimethyl-1H-pyrazol-5-yl)-4-hydroxypiperidine-1-carboxylate